7-(4-(4-(benzo[b]thiophen-4-yl)piperazin-1-yl)butoxy)quinolin-2-yl 2-methoxyethyl carbonate C(OC1=NC2=CC(=CC=C2C=C1)OCCCCN1CCN(CC1)C1=CC=CC=2SC=CC21)(OCCOC)=O